2-chloro-6-cyclopropyl-4-[4-fluoro-2-(5-methylpyrazol-1-yl)phenyl]pyridine ClC1=NC(=CC(=C1)C1=C(C=C(C=C1)F)N1N=CC=C1C)C1CC1